tert-butyl (S)-9-((tert-butoxycarbonyl)amino)-10-nitro-1,2,4,4a,5,6-hexahydro-3H,12H-benzo[b]pyrazino[1,2-e][1,5]oxazocine-3-carboxylate C(C)(C)(C)OC(=O)NC=1C(=CC2=C(OCC[C@@H]3N(C2)CCN(C3)C(=O)OC(C)(C)C)C1)[N+](=O)[O-]